3-methyl-4-(8-(6-methylpyridin-3-yl)-3-(1H-pyrazol-5-yl)imidazo[1,2-b]pyridazin-6-yl)morpholine CC1N(CCOC1)C=1C=C(C=2N(N1)C(=CN2)C2=CC=NN2)C=2C=NC(=CC2)C